1,3-Dicyclohexyl-1,1,3,3-tetrakis[(norbornen-2-yl)ethyldimethylsilyloxy]disiloxane C1(CCCCC1)[Si](O[Si](O[Si](C)(C)CCC=1C2CCC(C1)C2)(O[Si](C)(C)CCC=2C1CCC(C2)C1)C1CCCCC1)(O[Si](C)(C)CCC=1C2CCC(C1)C2)O[Si](C)(C)CCC=2C1CCC(C2)C1